OB1OCC2=C1C=C(C=C2)C(=O)NCC2=C1C=CC=NC1=CC=C2 1-hydroxy-N-(quinolin-5-ylmethyl)-1,3-dihydrobenzo[c][1,2]oxaborole-6-carboxamide